N-[5-(2,2-difluoroethyl)-4-methoxy-pyrimidin-2-yl]-8H-pyrrolo[2,3-e][1,3]benzothiazole-6-sulfonamide FC(CC=1C(=NC(=NC1)NS(=O)(=O)C1=CNC2=C1C=CC1=C2N=CS1)OC)F